9-(2'-bromo-[1,1'-biphenyl]-4-yl)-9-methyl-9H-fluorene BrC1=C(C=CC=C1)C1=CC=C(C=C1)C1(C2=CC=CC=C2C=2C=CC=CC12)C